3-(5-(((1R,2S)-2-((4,4-difluorobutyl)amino)cyclohexyl)methyl)-1-oxoisoindolin-2-yl)piperidine-2,6-dione FC(CCCN[C@@H]1[C@H](CCCC1)CC=1C=C2CN(C(C2=CC1)=O)C1C(NC(CC1)=O)=O)F